F[C@H]1CN(CC[C@H]1NC=1C=2C=C(N(C2C=CC1)CC(F)(F)F)C=1SC(=CC1)CNC1=C(C=C(C=C1)S(=O)(=O)C)OC)C N-((3S,4R)-3-fluoro-1-methylpiperidin-4-yl)-2-(5-(((2-methoxy-4-(methylsulfonyl)phenyl)amino)methyl)thiophen-2-yl)-1-(2,2,2-trifluoroethyl)-1H-indol-4-amine